7-methyl-1-[[3-[(1R,5S,6r)-3-[4-(trifluoromethyl)phenyl]-3-azabicyclo[3.1.0]hexan-6-yl]-1,2,4-oxadiazol-5-yl]methyl]purin-6-one tert-butyl-allyl(2-hydroxybut-3-en-1-yl)carbamate C(C)(C)(C)OC(N(CC(C=C)O)CC=C)=O.CN1C=NC=2N=CN(C(C12)=O)CC1=NC(=NO1)C1[C@H]2CN(C[C@@H]12)C1=CC=C(C=C1)C(F)(F)F